BrC1=C(\C=C/C=2C(=NC=CC2)F)C=CC(=C1)F (Z)-3-(2-bromo-4-fluorostyryl)-2-fluoropyridine